[K].IC1=C(C#N)C=CC=C1 iodobenzonitrile potassium salt